5-chloro-1-(2,6-difluorobenzyl)-4-(2-((1,1-difluoroprop-2-yl)amino)ethyl)-1H-pyrazole-3-carboxylic acid ClC1=C(C(=NN1CC1=C(C=CC=C1F)F)C(=O)O)CCNC(C(F)F)C